NC/C(/CN1N=CN(C1=O)CCC=1SC=CC1)=C/F 2-[(2Z)-2-(aminomethyl)-3-fluoroprop-2-en-1-yl]-4-[2-(thiophen-2-yl)ethyl]-2,4-dihydro-3H-1,2,4-triazol-3-one